ClC1=NC=C2C(=N1)N(N=C2)C[C@@H]2[C@H](CCC2)C(=O)OC methyl (1S,2S)-2-[(6-chloropyrazolo[3,4-d]pyrimidin-1-yl)methyl]cyclopentanecarboxylate